3-Ferrocenyl-propylamine [C-]1(C=CC=C1)CCCN.[CH-]1C=CC=C1.[Fe+2]